C(C)(C)(C)OC(=O)NC(C(=O)OC)P(=O)(OC)OC methyl 2-((tert-butoxycarbonyl)amino)-2-(dimethoxyphosphoryl)acetate